N1C(=NC2=C1C=CC=C2)C(N2C(C1=CC(=CC=C1C2)C2=CC=C(C=C2)C2CCN(CC2)C)=O)C2=CC(=CC=C2)F 2-[1H-benzimidazol-2-yl-(3-fluorophenyl)methyl]-6-[4-(1-methyl-4-piperidinyl)phenyl]Isoindoline-1-one